1-(3-((tert-butyldimethylsilyl)oxy)cyclobutyl)-2-(trifluoromethyl)-4,5,6,7-tetrahydro-1H-benzo[d]imidazole [Si](C)(C)(C(C)(C)C)OC1CC(C1)N1C(=NC2=C1CCCC2)C(F)(F)F